C(C)(C)(C)C1=CC=C(C=C1)S(=O)(=O)[C@]12C(OC[C@@H]2C1)=O (1R,5S)-1-((4-(tert-butyl)phenyl)sulfonyl)-3-oxabicyclo[3.1.0]hexan-2-one